tert-Butyl ((1R,2S)-2-hydroxy-2-(trifluoromethyl)cyclopentyl)carbamate O[C@@]1([C@@H](CCC1)NC(OC(C)(C)C)=O)C(F)(F)F